BrC1=CC=C2CN(C(C2=C1)=O)[C@@H](C(=O)OC(C)(C)C)C tert-butyl (R)-2-(6-bromo-1-oxoisoindolin-2-yl)propanoate